2-(9H-fluoren-9-yl)-2-(1-methyl-1H-pyrazole-5-carboxamido)acetic acid C1=CC=CC=2C3=CC=CC=C3C(C12)C(C(=O)O)NC(=O)C1=CC=NN1C